7-(6-(2-hydroxypropan-2-yl)pyridin-3-yl)-1-((1R,3S)-3-methoxycyclopentyl)-3,4-dihydropyrazino[2,3-b]pyrazin-2(1H)-one OC(C)(C)C1=CC=C(C=N1)C1=CN=C2C(=N1)N(C(CN2)=O)[C@H]2C[C@H](CC2)OC